5-(((1r,3r)-3-(4-(2-(4-((2-(2,7-diazaspiro[4.4]non-2-yl)pyrimidine-4-yl)methoxy)phenyl)propan-2-yl)phenoxy)cyclobutyl)amino)-2-(2,6-dioxopiperidin-3-yl)isoindoline C1N(CCC12CNCC2)C2=NC=CC(=N2)COC2=CC=C(C=C2)C(C)(C)C2=CC=C(OC1CC(C1)NC=1C=C3CN(CC3=CC1)C1C(NC(CC1)=O)=O)C=C2